7-(6-Bromopyrazin-2-yl)-3,4-dihydro-2H-benzo[b][1,4]oxazine BrC1=CN=CC(=N1)C=1C=CC2=C(OCCN2)C1